C(CCC)=C(CCCCCCCCCCCC(C1=CC(=CC=C1C(C)(C)C)C)C1=CC(=CC=C1C(C)(C)C)C)P([O-])([O-])([O-])CCCCCCCCCCCCC butylidenebis(3-methyl-6-t-butylphenyl)-ditridecylphosphite